C(CC)C=1NC(C=2CCCCC2C1)=O 3-Propyl-5,6,7,8-tetrahydroisoquinolin-1(2H)-one